sodium (2R,3R,4S,5R)-2,3,4,5-tetrahydroxy-6-(((Z)-octadec-9-en-1-yl)amino)-6-oxohexyl sulfate S(=O)(=O)(OC[C@H]([C@H]([C@@H]([C@H](C(=O)NCCCCCCCC\C=C/CCCCCCCC)O)O)O)O)[O-].[Na+]